2-(2-(3-Chloroanilino)ethylamino)benzyl alcohol ClC=1C=C(NCCNC2=C(CO)C=CC=C2)C=CC1